tert-butyl ((2-(2-(difluoromethyl)-2H-tetrazol-5-yl)-6-(4-fluorophenyl)pyridin-3-yl)methyl)carbamate FC(N1N=C(N=N1)C1=NC(=CC=C1CNC(OC(C)(C)C)=O)C1=CC=C(C=C1)F)F